(3R)-3-amino-1$l{6}-thiane-1,1-dione N[C@H]1CS(CCC1)(=O)=O